C(C)C1=NC(=CC(=C1)C=1C=C(C=CC1)C)C1=CC=CC=C1 2-ethyl-4-(m-tolyl)-6-phenylpyridine